(S)-1-(2-(2H-tetrazol-5-yl)ethyl)-3-((S)-sec-butyl)-7-chloro-5-phenyl-1,3-dihydro-2H-benzo[e][1,4]diazepin-2-one N=1NN=NC1CCN1C([C@@H](N=C(C2=C1C=CC(=C2)Cl)C2=CC=CC=C2)[C@@H](C)CC)=O